OC(CN1N=CC(=C1)C=1C[C@@H](CCC1)C(=O)[O-])(C)C |o1:10| (R or S)-3-(1-(2-hydroxy-2-methylpropyl)-pyrazol-4-yl)cyclohex-3-ene-1-carboxylate